4-azido-butan-1-oic acid N(=[N+]=[N-])CCCC(=O)O